2-(3-Oxa-6-azabicyclo[3.1.1]heptan-6-yl)-N-methyl-N-(2-((4aS,5aR)-5a-methyl-1,4,4a,5,5a,6-hexahydrocyclopropa[f]indazol-3-yl)-3H-imidazo[4,5-b]pyridin-6-yl)propanamide C12COCC(N1C(C(=O)N(C=1C=C3C(=NC1)NC(=N3)C3=NNC=1C[C@@]4([C@H](CC31)C4)C)C)C)C2